CC1=NC=CC(=C1NS(=O)(=O)C1=CNC(=C1)C1=CC=CC=C1)C N-(2,4-dimethyl-3-pyridyl)-5-phenyl-1H-pyrrole-3-sulfonamide